pentafluoropropyl α-chloroacrylate ClC(C(=O)OCC(C(F)(F)F)(F)F)=C